4,6-dichloro-2-phenylpyrimidine-5-carbonitrile ClC1=NC(=NC(=C1C#N)Cl)C1=CC=CC=C1